O1CCN(CC1)C1=NC(=C2C=CC=NC2=C1)OC1CCC(CC1)NC(=O)C=1C(=NC=NC1)C(F)(F)F N-((1s,4s)-4-((7-morpholino-1,6-naphthyridin-5-yl)oxy)cyclohexyl)-4-(trifluoromethyl)pyrimidine-5-carboxamide